3-(1-(4-(5-(difluoromethyl)-1,3,4-oxadiazol-2-yl)-2,6-difluorobenzyl)-1H-1,2,3-triazol-4-yl)aniline FC(C1=NN=C(O1)C1=CC(=C(CN2N=NC(=C2)C=2C=C(N)C=CC2)C(=C1)F)F)F